C(C)(C)(C)OC(=O)N1C[C@@H]2[C@H](C1)CC(C2)NC2=C1C(=NC=C2[N+](=O)[O-])N(C=C1)S(=O)(=O)C1=CC=CC=C1 (3aR,5s,6aS)-5-((5-nitro-1-(benzenesulfonyl)-1H-pyrrolo[2,3-b]pyridin-4-yl)amino)hexahydrocyclopenta[c]pyrrole-2(1H)-carboxylic acid tert-butyl ester